[SiH3]C#N Silanecarbonitrile